C(CCC)[Sn](CCCC)(CCCC)C1=NC=CC(=N1)C(=O)[O-] (tributylstannyl)pyrimidine-4-carboxylate